C(C=1C(C(=O)[O-])=CC=CC1)(=O)OCC(CCC(C)=O)CC mono-2-ethyl-5-oxohexyl phthalate